2-((8-(((2R,3S,4R,5R)-2-((bis(4-methoxyphenyl)(phenyl)methoxy)methyl)-5-(2,4-dioxo-3,4-dihydropyrimidin-1(2H)-yl)-4-hydroxyltetrahydrofuran-3-yl)oxy)octyl)oxy)isoindoline-1,3-dione COC1=CC=C(C=C1)C(OC[C@H]1O[C@H]([C@@H]([C@@H]1OCCCCCCCCON1C(C2=CC=CC=C2C1=O)=O)O)N1C(NC(C=C1)=O)=O)(C1=CC=CC=C1)C1=CC=C(C=C1)OC